(3-(5-((1-ethylpiperidin-4-yl)(methyl)amino)-3-(pyrimidin-5-yl)-1H-pyrrolo[3,2-b]pyridin-1-yl)-2,4-difluorophenyl)propane-1-sulfonamide monohydrochloride salt Cl.C(C)N1CCC(CC1)N(C1=CC=C2C(=N1)C(=CN2C=2C(=C(C=CC2F)C(CC)S(=O)(=O)N)F)C=2C=NC=NC2)C